(tetrahydrofuran-3-ylamino)pyrimidine-5-carbaldehyde O1CC(CC1)NC1=NC=C(C=N1)C=O